2,5-dioxopyrrolidin-1-yl cis-(E)-6-((((2,5-dioxopyrrolidin-1-yl)oxy)carbonyl)oxy)-1-methylcyclooct-4-ene-1-carboxylate O=C1N(C(CC1)=O)OC(=O)O[C@@H]1/C=C/CC[C@@](CC1)(C(=O)ON1C(CCC1=O)=O)C